1-[2-chloro-4-[[5-(2,3-difluoro-4-methoxy-phenyl)-1-methyl-imidazole-2-carbonyl]amino]benzoyl]-N-[(3r,4r)-4-hydroxypyrrolidin-3-yl]piperidine-4-carboxamide ClC1=C(C(=O)N2CCC(CC2)C(=O)N[C@@H]2CNC[C@H]2O)C=CC(=C1)NC(=O)C=1N(C(=CN1)C1=C(C(=C(C=C1)OC)F)F)C